C(C)(C)(C)OC(C1=C(C=CC=C1)NC(C)C=1C=C(C=C2C(C(=COC12)F)=O)C)=O 2-[1-(3-fluoro-6-methyl-4-oxo-chromen-8-yl)ethylamino]benzoic acid tert-butyl ester